Cl.NC[C@H](C)C=1C=CC=C2C(=CC=NC12)C(=O)NC (R)-8-(1-aminopropan-2-yl)-N-methylquinoline-4-carboxamide hydrochloride